6-(4-(difluoromethoxy)phenyl)-2-((3-methylisoxazol-5-yl)methyl)pyridazine-3(2H)-one FC(OC1=CC=C(C=C1)C=1C=CC(N(N1)CC1=CC(=NO1)C)=O)F